F[C@@H]1C[C@@]2(CCCN2C1)COC1=NC2=C(C(=CC=C2C(=N1)N1CC2CCC(C1)N2)C2=CC(=CC1=CC=C(C(=C21)C#C)F)O)F 4-(2-{[(2R,7aS)-2-fluoro-hexahydro-1H-pyrrolizin-7a-yl]methoxy}-4-[3,8-diazabicyclo[3.2.1]octan-3-yl]-8-fluoroquinazolin-7-yl)-5-ethynyl-6-fluoronaphthalen-2-ol